2-Acetamido-4-((8-aminooctyl)amino)-N-(4-methyl-5-nitrothiazol-2-yl)benzamide C(C)(=O)NC1=C(C(=O)NC=2SC(=C(N2)C)[N+](=O)[O-])C=CC(=C1)NCCCCCCCCN